NC1CCC(CC1)CO (4-aminocyclohexyl)methanol